2-((1-(2-chlorophenyl)-2-oxo-7-(trifluoromethyl)-1,2-dihydropyrido[2,3-d]-pyrimidin-4-yl)amino)-N,N-dimethylethanesulfonamide ClC1=C(C=CC=C1)N1C(N=C(C2=C1N=C(C=C2)C(F)(F)F)NCCS(=O)(=O)N(C)C)=O